C1(=CC=CC=C1)P([C-]1C=CC=C1)C1=CC=CC=C1.[C-]1(C=CC=C1)P(C1=CC=CC=C1)C1=CC=CC=C1.[Fe+2] 1,1'-di(diphenylphosphino)ferrocen